C(C)OC(C=C)=O Ethyl-2-propenoat